5-(3-(difluoromethoxy)phenyl)-2-methyl-N-(4-(morpholine-4-carbonyl)thiazol-2-yl)furan-3-carboxamide FC(OC=1C=C(C=CC1)C1=CC(=C(O1)C)C(=O)NC=1SC=C(N1)C(=O)N1CCOCC1)F